CCCCCC(=O)O[C@H]1CC(C[C@@H]2[C@@]13[C@@H](C[C@@]4([C@@]2(CC[C@H]5[C@]4(CC[C@@H]6[C@@]5(CC[C@@H](C6(C)C)O[C@H]7[C@@H]([C@H]([C@H](CO7)O[C@H]8[C@@H]([C@H]([C@@H]([C@H](O8)CO)O)O)O[C@H]9[C@@H]([C@H]([C@@H](CO9)O)O)O)O)O[C@H]1[C@@H]([C@H]([C@@H]([C@H](O1)CO)O)O)O)C)C)O[C@H]3O)C)O)(C)C The molecule is a triterpenoid saponin that consists of anagalligenin A substituted by a caproyl group at position 22 and a beta-D-xylopyranosyl-(1->2)-beta-D-glucopyranosyl-(1->4)-[beta-D-glucopyranosyl-(1->2)]-alpha-L-arabinopyranosyl moiety at position 3 via a glycosidic linkage. It is isolated from the whole plants of Lysimachia capillipes and has been shown to exhibit potent cytotoxicity against human A-2780 cells. It has a role as an antineoplastic agent and a plant metabolite. It is a tetrasaccharide derivative, a hexacyclic triterpenoid, a bridged compound, a lactol, an alpha-L-arabinopyranoside, a cyclic ether, a diol, a secondary alcohol, a triterpenoid saponin and a hexanoate ester. It derives from an anagalligenin A. It derives from a hydride of an oleanane.